COC(C1=CC(=C(C(=C1)F)C)CC)=O.C(C(C)C)C1(C=C)CC=C(C=C1)CC(C)C para-di(iso-butyl)styrene methyl-3-ethyl-5-fluoro-4-methylbenzoate